BrC1=NN(C=C1)CCNC(=O)OC(C)(C)C 3-bromo-1-{2-[(tert-butoxycarbonyl)amino]ethyl}-1H-pyrazol